4-(4-methylpiperazin-1-yl)-phenylamine CN1CCN(CC1)C1=CC=C(C=C1)N